1,3,4,5-tetrahydro-6H-pyrano[4,3-b]thieno[3,2-d]pyridin-6-one C1OCCC=2NC(C3=C(C21)C=CS3)=O